COC1=C(C(=CC(=C1)C)C)C1=CC(=C2C=CC(=NC2=N1)C1CN(CCC1)C(=O)OC(C)(C)C)C tert-butyl 3-[7-(2-methoxy-4,6-dimethyl-phenyl)-5-methyl-1,8-naphthyridin-2-yl]piperidine-1-carboxylate